NC(C(=O)O)C1=C(C=CC=C1)OC 2-amino-2-(2-methoxyphenyl)acetic acid